BrC1=CC=C2NC(N(C=3C=CC=C1C32)C3C(NC(CC3)=O)=O)=O 3-(6-bromo-2-oxo-2,3-dihydro-1H-perimidin-1-yl)piperidine-2,6-dione